C(C)OC(CCC)=O N-butyric acid ethyl ester